C(C=C)(=O)OCC[N+](CCCS(=O)(=O)[O-])(C)C 3-[[2-(acryloyloxy)ethyl]dimethylammonio]propane-1-sulfonate